(S)-2-(2,5-difluoro-4-(5-fluoro-6-((5-(1-methyl-1H-pyrazol-4-yl)thiazol-2-yl)methoxy)pyridin-2-yl)benzyl)-4-fluoro-1-(oxetan-2-ylmethyl)-1H-benzo[d]imidazole-6-carboxylic acid FC1=C(CC2=NC3=C(N2C[C@H]2OCC2)C=C(C=C3F)C(=O)O)C=C(C(=C1)C1=NC(=C(C=C1)F)OCC=1SC(=CN1)C=1C=NN(C1)C)F